7-methyl-3-(benzenesulfonyl)-4H-benzopyran-4-one CC1=CC2=C(C(C(=CO2)S(=O)(=O)C2=CC=CC=C2)=O)C=C1